FC(C(=O)O)(F)F.ClC1=C(C=C(C=C1)C(=O)N1CC(C2(CNC2)CC1)(F)F)N1C(NC(CC1)=O)=O 1-(2-Chloro-5-{5,5-difluoro-2,7-diazaspiro[3.5]nonane-7-carbonyl}phenyl)-1,3-diazinane-2,4-dione trifluoroacetate